(S)-3-Methyl-1-(2,4,6-trimethylphenyl)-3-(4-(trimethylsilyl)phenyl)-2-pyrrolidone C[C@@]1(C(N(CC1)C1=C(C=C(C=C1C)C)C)=O)C1=CC=C(C=C1)[Si](C)(C)C